(S)-4-(1-(4-cyanopyridin-2-yl)-3-(1-methylcyclopropyl)-1H-pyrrolo[3,2-c]pyridin-4-yl)-3-methylpiperazine-1-carboxylic acid tert-butyl ester C(C)(C)(C)OC(=O)N1C[C@@H](N(CC1)C1=NC=CC2=C1C(=CN2C2=NC=CC(=C2)C#N)C2(CC2)C)C